ClC1=C(C(=O)N[C@H](C(=O)O)CC=2C=CC(=C3C=CC=NC23)C2=NC=CN(C2=O)C)C(=CC=C1)Cl (S)-2-(2,6-dichlorobenzoylamino)-3-(5-(4-methyl-3-oxo-3,4-dihydropyrazin-2-yl)quinolin-8-yl)propionic acid